C(C1=CC=CC=C1)NCCC(C(F)(F)F)(N)C N1-benzyl-4,4,4-trifluoro-3-methylbutane-1,3-diamine